3-(tert-butyl)-N-(4-(5-(4-(4-((2-(2,6-dioxopiperidin-3-yl)-6-fluoro-1-oxoisoindolin-5-yl)methyl)piperazin-1-yl)phenyl)-1H-indazol-3-yl)-2-methylbenzyl)-1,2,4-oxadiazole-5-carboxamide C(C)(C)(C)C1=NOC(=N1)C(=O)NCC1=C(C=C(C=C1)C1=NNC2=CC=C(C=C12)C1=CC=C(C=C1)N1CCN(CC1)CC=1C=C2CN(C(C2=CC1F)=O)C1C(NC(CC1)=O)=O)C